C1(=C(C=CC=C1)OCCN)C 2-(o-Tolyloxy)ethylamine